C(C)C1=C(C(C)=C(C(=C1)CC)N)N 3,5-diethyl-2,6-toluenediamine